[Si].[As].[Fe] iron-arsenic-silicon